2-(1-(tert-butyl)-5-(furan-2-yl)-1H-pyrazol-3-yl)-4-methylbenzo[d]oxazole C(C)(C)(C)N1N=C(C=C1C=1OC=CC1)C=1OC2=C(N1)C(=CC=C2)C